C1=CC=CC=2OC3=CC=CC=C3N(C12)C1=CC=C(C=C1)C1=NC(=NC(=N1)C1=CC=CC=C1)C1=CC=CC=C1 2-[4-(10H-phenoxazin-10-yl)phenyl]-4,6-diphenyl-1,3,5-triazin